4-nitrophenyl ((1r,3r)-3-(2-(trifluoromethyl)-1H-imidazo[4,5-b]pyridin-1-yl)cyclobutyl) carbonate C(OC1=CC=C(C=C1)[N+](=O)[O-])(OC1CC(C1)N1C(=NC2=NC=CC=C21)C(F)(F)F)=O